BrC=1C=CC2=C(N(C(=N2)OC)C2CC2)C1 6-bromo-1-cyclopropyl-2-methoxy-1H-benzo[d]imidazole